NC=1SC2=C(N1)C(=CC=C2F)C2=C(C=C1C(=NC(=NC1=C2F)OC[C@]21CCCN1C[C@@H](C2)F)N2[C@H]1CC(C[C@@H]2CC1)O)Cl (1R,5S)-8-(7-(2-amino-7-fluorobenzo[d]thiazol-4-yl)-6-chloro-8-fluoro-2-(((2R,7aS)-2-fluorotetra-hydro-1H-pyrrolizin-7a(5H)-yl)methoxy)quinazolin-4-yl)-8-azabicyclo[3.2.1]-octan-3-ol